ethyl (R)-2-(1-(6-(5-(((4-(2H-1,2,3-triazol-2-yl)pyridin-2-yl)oxy)methyl)-1-methyl-1H-1,2,3-triazol-4-yl)-2-methylpyridin-3-yl)piperidin-3-yl)acetate N=1N(N=CC1)C1=CC(=NC=C1)OCC1=C(N=NN1C)C1=CC=C(C(=N1)C)N1C[C@H](CCC1)CC(=O)OCC